6,7-difluoro-3-(4-hydroxyphenyl)-3-isobutylindolin-2-one FC1=CC=C2C(C(NC2=C1F)=O)(CC(C)C)C1=CC=C(C=C1)O